Tert-butyl N-[5-[[2-[(2R,3R,5R)-3-Fluoro-2-(4-Fluorophenyl)-5-methyl-1-piperidyl]-2-oxo-acetyl]amino]-3-methyl-2-pyridyl]carbamate F[C@H]1[C@H](N(C[C@@H](C1)C)C(C(=O)NC=1C=C(C(=NC1)NC(OC(C)(C)C)=O)C)=O)C1=CC=C(C=C1)F